NC1=CC=CC(=N1)N1N=CC(=C1)C=O 1-(6-aminopyridin-2-yl)-1H-pyrazole-4-carbaldehyde